CC1=NC=CC=C1CCN 2-(2-methylpyridin-3-yl)ethan-1-amine